methyl 3,4-dimethyl-2-oxo-1,2,3,4-tetrahydro-quinazoline-7-carboxylate CN1C(NC2=CC(=CC=C2C1C)C(=O)OC)=O